9-[1-[[6-chloro-2-(1-methyl-6-oxo-3-pyridyl)-3-pyridyl]amino]ethyl]-3-(2-hydroxyethyl)-4,7-dimethyl-pyrazolo[3,4-c]isoquinolin-5-one ClC1=CC=C(C(=N1)C1=CN(C(C=C1)=O)C)NC(C)C=1C=2C3=C(N(C(C2C=C(C1)C)=O)C)N(N=C3)CCO